FC(C1=C(C=NN1CC(F)(F)F)C(=O)N1[C@@H](C2=C(CC1)NC=N2)C=2OC1=C(N2)C=C(C=C1)F)F (S)-(5-(difluoromethyl)-1-(2,2,2-trifluoroethyl)-1H-pyrazol-4-yl)(4-(5-fluorobenzo[d]oxazol-2-yl)-6,7-dihydro-1H-imidazo[4,5-c]pyridin-5(4H)-yl)methanone